BrCC1=CC(=C(C=C1)C1=CC(=CC=C1)OC)[C@H](C(C)(C)C)OC (S)-4-(bromomethyl)-3'-methoxy-2-(1-methoxy-2,2-dimethylpropyl)-1,1'-biphenyl